C(#N)C(C)N1C2=C(OCC1=O)C(=CC(=C2)C(=O)N[C@H](C)C=2C=NC(=NC2)C(F)(F)F)C=2SC(=CN2)C 4-(1-cyanoethyl)-8-(5-methylthiazol-2-yl)-3-oxo-N-((R)-1-(2-(trifluoromethyl)pyrimidin-5-yl)ethyl)-3,4-dihydro-2H-benzo[b][1,4]oxazine-6-carboxamide